BrC=1C=C(OC2=CC=3N(C4=CC=CC=C4C3C=C2)C=2N=CC3=CC=CC=C3C2)C=CC1 2-(3-bromophenoxy)-9-(isoquinolin-3-yl)-9H-carbazole